(4-((Bis(4-methoxyphenyl)(phenyl)methoxy)methyl)-1-(6-(4-(pyren-1-yl)butanamido)hexanoyl)piperidin-4-yl)methyl (2-cyanoethyl) diisopropylphosphoramidite C(C)(C)N(P(OCC1(CCN(CC1)C(CCCCCNC(CCCC1=CC=C2C=CC3=CC=CC4=CC=C1C2=C34)=O)=O)COC(C3=CC=CC=C3)(C3=CC=C(C=C3)OC)C3=CC=C(C=C3)OC)OCCC#N)C(C)C